glutamic acid-HCl Cl.N[C@@H](CCC(=O)O)C(=O)O